[C@H]12CN(CC(O1)C2)C2CCC(CC2)NC2=C1C=C(N(C1=CC=C2)CC(F)(F)F)C#CCNC2=C(OCC#N)C=C(C=C2)S(=O)(=O)C 2-(2-((3-(4-(((1S,4S)-4-(6-oxa-3-azabicyclo[3.1.1]heptan-3-yl)cyclohexyl)amino)-1-(2,2,2-trifluoroethyl)-1H-indol-2-yl)prop-2-yn-1-yl)amino)-5-(methylsulfonyl)phenoxy)acetonitrile